C1(CC1)C=1C=NN2C1N=C(C=C2)C2=CNC=1N=C(N=CC12)N[C@@H]1CC[C@@H](CC1)OC 5-(3-cyclopropylpyrazolo[1,5-a]pyrimidin-5-yl)-N-(cis-4-methoxycyclohexyl)-7H-pyrrolo[2,3-d]pyrimidin-2-amine